5-(3,4-dichlorophenyl)-N-((1R,2R)-2-hydroxycyclohexyl)-6-(2,2,2-trifluoroethoxy)nicotinamide, hydrate O.ClC=1C=C(C=CC1Cl)C=1C(=NC=C(C(=O)N[C@H]2[C@@H](CCCC2)O)C1)OCC(F)(F)F